1-[4-(2,3-Dimethylphenyl)piperazin-1-yl]-2-[6,6-dimethyl-3-(pyrrolidin-1-carbonyl)-5,7-dihydro-4H-indazol-1-yl]ethanon CC1=C(C=CC=C1C)N1CCN(CC1)C(CN1N=C(C=2CCC(CC12)(C)C)C(=O)N1CCCC1)=O